C(C1=CC=CC=C1)OC1=CC=C(C=C1)C1CN(C1)C(=O)OCCCC butyl 3-(4-(benzyloxy)phenyl)azetidine-1-carboxylate